BrC1=CC(=C(CNC2=NN=C3N2C(=CC=C3)C)C=C1)F N-(4-Bromo-2-fluorobenzyl)-5-methyl[1,2,4]triazolo[4,3-a]pyridin-3-amine